tert-butyl N-[[4-[6-(3-hydroxypropyl)pyrrolo[2,1-f][1,2,4]triazin-4-yl]-2-methyl-phenyl]methyl]carbamate OCCCC=1C=C2C(=NC=NN2C1)C1=CC(=C(C=C1)CNC(OC(C)(C)C)=O)C